C1(CC1)C1=NC2=C(N1[2H])C=CC(=C2)N cyclopropyl-1H-benzo[d]imidazol-5-amine-1-d